tert-butyl 3-[4-[(3-amino-5-methyl-6-phenyl-2-pyridyl)amino]phenyl]azetidine-1-carboxylate NC=1C(=NC(=C(C1)C)C1=CC=CC=C1)NC1=CC=C(C=C1)C1CN(C1)C(=O)OC(C)(C)C